(1s,5r)-3-(1,3-benzodioxol-5-ylmethyl)-N-[6-(2,5-difluorophenyl)pyridazin-3-yl]-3-azabicyclo[3.1.0]hexane-6-amine O1COC2=C1C=CC(=C2)CN2C[C@H]1C([C@H]1C2)NC=2N=NC(=CC2)C2=C(C=CC(=C2)F)F